5-bromo-N-methyl-N-(2-(trifluoromethyl)benzyl)pyridin-2-amine BrC=1C=CC(=NC1)N(CC1=C(C=CC=C1)C(F)(F)F)C